FC(C=1C=C(C=C(C1)C(F)(F)F)CC(=O)O)(F)F 3,5-Bis(Trifluoromethyl)-Phenylacetic acid